BrC1C(C2=CC(=C(C=C2C1)OC)OC)=O 2-bromo-5,6-dimethoxyindanone